O=C1C(CCC2=CC=CC=C12)C(=O)OC(C)(C)C Tert-butyl 1-oxo-1,2,3,4-tetrahydronaphthalene-2-carboxylate